N-(((3r,5r,7r)-adamantan-1-yl)methyl)-1-(4-(hydroxycarbamoyl)-3-methoxybenzyl)-1H-indole-5-carboxamide C12(CC3CC(CC(C1)C3)C2)CNC(=O)C=2C=C3C=CN(C3=CC2)CC2=CC(=C(C=C2)C(NO)=O)OC